C(#N)C1=CC=C(C2=C1CCO2)C2C(=C(NC1=C(C=NC(=C21)OC2CC2)C)C)C(=O)O 4-(4-Cyano-2,3-dihydrobenzofuran-7-yl)-5-cyclopropoxy-2,8-dimethyl-1,4-dihydro-1,6-naphthyridine-3-carboxylic acid